1-butyl-2-methylpyridinium C(CCC)[N+]1=C(C=CC=C1)C